tert-butyl 2-(4-(4-(2,6-dioxopiperidin-3-yl)phenyl)piperidin-1-yl)acetate O=C1NC(CCC1C1=CC=C(C=C1)C1CCN(CC1)CC(=O)OC(C)(C)C)=O